(6-(tert-butoxy)hexyl)(4-(4-(tert-butyl)phenyl)-2-methyl-1H-inden-1-yl)chloro(methyl)silane C(C)(C)(C)OCCCCCC[Si](C)(Cl)C1C(=CC2=C(C=CC=C12)C1=CC=C(C=C1)C(C)(C)C)C